[C@H](C)(CC)NC(O[C@H]1CO[C@H](C1)C=1C=NC(=NC1)Cl)=O |o1:7,10| rel-(3R*,5R*)-5-(2-chloropyrimidin-5-yl)tetrahydrofuran-3-yl ((S)-sec-butyl)carbamate